F.F.N1C=NC=C1 Imidazole dihydrofluoride salt